C(CCCCCC(C)(C)C)(=O)OOOC(C)(C)C t-butylperoxy neodecanate